(6-amino-1H-indazol-1-yl)ethanol NC1=CC=C2C=NN(C2=C1)C(C)O